1-Pyrrolidinecarboxylic acid ammonium salt [NH4+].N1(CCCC1)C(=O)[O-]